FC1=CC2=C(N=C(O2)NC2=CC(=CC=C2)[N+](=O)[O-])C=C1 6-fluoro-N-(3-nitrophenyl)benzo[d]oxazol-2-amine